O1N=C(C2=C1C=CC=C2)N benzo[d]Isoxazol-3-amine